N=1N(C=C2N=CC=CC21)C=2C(NC=C1C2N=CN=C1)=O 8-(2H-pyrazolo[4,3-b]pyridin-2-yl)pyrido[4,3-d]pyrimidin-7(6H)-one